N,N',N''-triaminoguanidine NNC(=NN)NN